C(C1=CC=CC=C1)OC=1C=CC2=C(C(=C(O2)C)C(=O)N[C@H]2C[C@@H](N(CC2)C(=O)OC(C)(C)C)C)C1 tert-butyl trans-4-(5-(benzyloxy)-2-methylbenzofuran-3-carboxamido)-2-methylpiperidine-1-carboxylate